FC(C(=O)NC(C)C)(F)C=1C=C(C(=O)NC2=CC(=C(C=C2)F)F)C=CC1C 3-(1,1-difluoro-2-(isopropylamino)-2-oxoethyl)-N-(3,4-difluorophenyl)-4-methylbenzamide